2-Fluoro-N-(6-((2-hydroxyacetamido)methyl)-2-phenyl-2H-indazol-3-yl)-5-(pyrimidin-2-yl)-4-(trifluoromethyl)benzamide FC1=C(C(=O)NC=2N(N=C3C=C(C=CC23)CNC(CO)=O)C2=CC=CC=C2)C=C(C(=C1)C(F)(F)F)C1=NC=CC=N1